ClC1=CC=C(COC2=NN=C(S2)NC(=O)C2=CN=CN2C2=CC=NC=C2)C=C1 N-(5-((4-chlorobenzyl)oxy)-1,3,4-thiadiazol-2-yl)-1-(pyridin-4-yl)-1H-imidazole-5-carboxamide